FC1=C(NC=2C(N(C=C(C21)C=2C(=CN(C(C2)=O)C)C=2C=NC=CC2)C)=O)C=2C=NN(C2)C(F)(F)F 3-fluoro-6-methyl-4-(1-methyl-6-oxo-1,6-dihydro-[3,3'-bipyridin]-4-yl)-2-(1-(trifluoromethyl)-1H-pyrazol-4-yl)-1,6-dihydro-7H-pyrrolo[2,3-c]pyridin-7-one